(11aS)-1,2,3,11a-Tetrahydro-7-methoxy-2-methylene-8-(phenylmethoxy)-5H-pyrrolo[2,1-c][1,4]benzodiazepin-5-one COC=1C(=CC2=C(C(N3[C@H](C=N2)CC(C3)=C)=O)C1)OCC1=CC=CC=C1